NC1=C(C(=O)N)C(=CC=C1)CCC 2-amino-6-propyl-benzamide